1-(2-amino-5-fluoro-4-(2-morpholinopyrimidin-5-yl)phenyl)-N,N-dimethylpyrrolidin-3-amine NC1=C(C=C(C(=C1)C=1C=NC(=NC1)N1CCOCC1)F)N1CC(CC1)N(C)C